NC=1C(=CC(=NC1)OC)OC 5-amino-2,4-dimethoxypyridine